ClC=1C=C(CC2CCN(CC2)CCNC(=O)C=2NC3=CC(=C(C=C3C2)OC)OC)C=CC1Cl N-(2-(4-(3,4-dichloro-benzyl)piperidin-1-yl)ethyl)-5,6-di-methoxy-1H-indol-2-carboxamide